4-bromo-1-(4-methoxybenzyl)-6-methyl-1,6-dihydro-7H-pyrazolo[3,4-c]pyridin-7-one BrC=1C2=C(C(N(C1)C)=O)N(N=C2)CC2=CC=C(C=C2)OC